FC1=C(C=CC=C1)N1CC2=C(N=C(N=C2)C)C2(NCCC2)C1=O 6-(2-fluorophenyl)-2-methyl-5,6-dihydro-7H-spiro[pyrido[4,3-d]pyrimidine-8,2'-pyrrolidin]-7-one